carbamate compound with methane C.C(N)(O)=O